NC1=NC(=CC(=N1)N1CCC2(CC(NC2)C(=O)OCC)CC1)O[C@@H](C(F)(F)F)C1=C(C=C(C=C1)Cl)N1N=C(C=C1)C ethyl 8-(2-amino-6-((R)-1-(4-chloro-2-(3-methyl-1H-pyrazol-1-yl)phenyl)-2,2,2-trifluoroethoxy)pyrimidin-4-yl)-2,8-diazaspiro[4.5]decane-3-carboxylate